(R)-3-(6-(3-ethyl-2-fluoro-1H-pyrrolo[2,3-b]pyridin-5-yl)-2-(2-hydroxyl-2-Methylpropanoyl)-1,2,3,4-tetrahydroisoquinolin-8-yl)morpholine-4-carboxylic acid tert-butyl ester C(C)(C)(C)OC(=O)N1[C@@H](COCC1)C=1C=C(C=C2CCN(CC12)C(C(C)(C)O)=O)C=1C=C2C(=NC1)NC(=C2CC)F